(1R,3R)-1-[2,6-difluoro-4-[2-[3-fluoro-3-(fluoromethyl)azetidin-1-yl]ethoxy]phenyl]-2-(2-fluoro-2-methyl-propyl)-3-methyl-1,3,4,9-tetrahydropyrido[3,4-b]indole FC1=C(C(=CC(=C1)OCCN1CC(C1)(CF)F)F)[C@H]1N([C@@H](CC2=C1NC1=CC=CC=C21)C)CC(C)(C)F